FC1=C(C=CC(=C1C(=O)C1=NNC2=NC=C(C=C21)C2=CC(=CC=C2)C(F)(F)F)F)NS(=O)(=O)CCC N-(2,4-Difluoro-3-(5-(3-(trifluoromethyl)phenyl)-1H-pyrazolo[3,4-b]pyridin-3-carbonyl)-phenyl)propan-1-sulfonamid